1-(1-((2-(2,6-dioxopiperidin-3-yl)-1,3-dioxoisoindolin-5-yl)amino)-3,6,9,12,15-pentaoxaoctadecan-18-oyl)piperidin O=C1NC(CCC1N1C(C2=CC=C(C=C2C1=O)NCCOCCOCCOCCOCCOCCC(=O)N1CCCCC1)=O)=O